OC1=NC2=CC(=CC=C2C=C1C)CC=1N(C2=C(N1)C=CC(=C2)C(=O)OC)C[C@H]2OCC2 methyl 2-[(2-hydroxy-3-methylquinolin-7-yl)methyl]-3-[(2S)-oxetan-2-ylmethyl]-1,3-benzodiazole-5-carboxylate